C(CCCCCCCCCCCCCCCCCCCCC)OOCCCCCCCCCCCCCCCCCCCCCC docosanyl peroxide